NC1=NC(=C(C=2N1C(N(N2)CC2=NON=C2C)=O)C2=CC(=NC(=C2)C)C)C2=CC=CC=C2 5-amino-8-(2,6-dimethyl-4-pyridyl)-2-[(4-methyl-1,2,5-oxadiazol-3-yl)methyl]-7-phenyl-[1,2,4]triazolo[4,3-c]pyrimidin-3-one